1-(tetrahydrofuran-3-yl)piperazin-2-one tert-butyl-1-(4-bromobenzyl)-4-(((tert-butyldimethylsilyl)oxy)methyl)-7-azabicyclo[2.2.1]heptane-7-carboxylate C(C)(C)(C)OC(=O)N1C2(CCC1(CC2)CO[Si](C)(C)C(C)(C)C)CC2=CC=C(C=C2)Br.O2CC(CC2)N2C(CNCC2)=O